4-(1,5-dimethyl-6-oxo-1,6-dihydropyridin-3-yl)-2-((2-(trifluoromethoxy)ethyl)amino)phenyl-3-methoxycyclobutane-1-carboxamide CN1C=C(C=C(C1=O)C)C1=CC(=C(C=C1)C1(CC(C1)OC)C(=O)N)NCCOC(F)(F)F